ClC1=CC(=C(C=C1)C1=NN=CN1)I (4-chloro-2-iodophenyl)-4H-1,2,4-triazole